n-butylammonium Tribromide [Br-].[Br-].[Br-].C(CCC)[NH3+].C(CCC)[NH3+].C(CCC)[NH3+]